C(C1C(C2(CCC1C2(C)C)CS(=O)(=O)O)=O)C2C(C1(CCC2C1(C)C)CS(=O)(=O)O)=O methylenebiscamphorsulfonic acid